NC1=NC2=CC(=CC=C2C(=N1)C=1N=NN(C1)CC=1C(N(C=CC1)C(C)C)=O)OC 3-{[4-(2-amino-7-methoxy-4-quinazolinyl)-1H-1,2,3-triazol-1-yl]methyl}-1-isopropyl-1H-pyridin-2-one